ethyl 2-(methylthio)-4-((4-nitrophenyl)amino)pyrimidine-5-carboxylate CSC1=NC=C(C(=N1)NC1=CC=C(C=C1)[N+](=O)[O-])C(=O)OCC